FC(CC1=CC=C(N)C=C1)(F)F 4-(2,2,2-trifluoroethyl)aniline